(2R)-2-[(2-methyl-5-{[2-(trifluoromethyl)pyridin-3-yl]methoxy}-1-benzothiophen-3-yl)formamido]propanamide CC=1SC2=C(C1C(=O)N[C@@H](C(=O)N)C)C=C(C=C2)OCC=2C(=NC=CC2)C(F)(F)F